ClC1=NC=C(C(=C1)N[C@H](CCO)C)C#CC=1C=NN(C1)C (S)-3-((2-Chloro-5-((1-methyl-1H-pyrazol-4-yl)ethynyl)pyridin-4-yl)amino)butan-1-ol